S1C=NC2=C1C=C(C=C2)\C=C/2\C(NC(=N2)N(C)CC2=CC=CC=C2)=O (Z)-5-(benzo[d]thiazol-6-ylmethylene)-2-(benzyl-(methyl)amino)-3,5-dihydro-4H-imidazol-4-one